(R)-4-(2-((1-(5-chloro-6-oxo-1,6-dihydropyridazin-4-yl)pyrrolidin-3-yl)oxy)pyridin-4-yl)-N-cyclopropylpiperazine-1-sulfonamide ClC1=C(C=NNC1=O)N1C[C@@H](CC1)OC1=NC=CC(=C1)N1CCN(CC1)S(=O)(=O)NC1CC1